(E)-1-methoxy-4-(5-((6-methylheptan-2-yl)oxy)pent-1-en-1-yl)benzene COC1=CC=C(C=C1)\C=C\CCCOC(C)CCCC(C)C